C([C@@H](C(=O)[O-])[NH3+])Cl The molecule is zwitterionic form of 3-chloro-L-alanine arising from transfer of a proton from the carboxy to the amino group; major species at pH 7.3 It is a tautomer of a 3-chloro-L-alanine.